(1R,2S,3R,5S)-3-(4-amino-7H-pyrrolo[2,3-d]pyrimidin-7-yl)-5-(2-((S)-2-methyl-1,2,3,4-tetrahydrobenzo[b][1,8]naphthyridin-8-yl)ethyl)cyclopentane-1,2-diol NC=1C2=C(N=CN1)N(C=C2)[C@H]2[C@@H]([C@@H]([C@H](C2)CCC=2C=CC=1C(=NC=3N[C@H](CCC3C1)C)C2)O)O